BrC=1C(=NC(=C(C1)N=CN(C)CC)C)OC=1C=C(C=CC1)S(=NC(=O)C1CC1)(=O)CC N-((3-((3-Bromo-5-(((ethyl(methyl)amino)methylen)amino)-6-methylpyridin-2-yl)oxy)phenyl)(ethyl)(oxo)-λ6-sulfaneyliden)cyclopropanecarboxamid